C(CCCCC)C=1C(CCC1)=O 2-hexyl-cyclopent-2-en-1-one